C1=CC(=CC2=NC3=C(C=CC(=C3)N)C=C21)N The molecule is an aminoacridine that is acridine that is substituted by amino groups at positions 3 and 6. A slow-acting bacteriostat that is effective against many Gram-positive bacteria (but ineffective against spores), its salts were formerly used for treatment of burns and infected wounds. It has a role as an antiseptic drug, a carcinogenic agent, an antibacterial agent, a chromophore and an intercalator. It is a conjugate base of a 3,6-diaminoacridine(1+).